NC1OC2=C(CC1)C=CC=C2 amino-3,4-dihydro-2H-1-benzopyran